OC1=CC=C(C=C1)C(C)(C)C1=CC(=CC(=C1)C(C)(C)C1=CC=C(C=C1)O)C(C)(C)C1=CC=C(C=C1)O α,α',α''-Tris-(4-hydroxyphenyl)-1,3,5-triisopropyl-benzol